OC1=C(C(=C(C2=CC=CC=C12)C1=CC=CC2=CC=CC=C12)OCOC)C=O hydroxy-2-methoxymethoxy-1,1'-binaphthyl-3-formaldehyde